ethyl-2-[5-(4-fluorophenyl)-1-methyl-1H-pyrazol-3-yl]acetic acid C(C)C(C(=O)O)C1=NN(C(=C1)C1=CC=C(C=C1)F)C